3-iodo-1H-indazole-4-carbaldehyde IC1=NNC=2C=CC=C(C12)C=O